4-(phenyl-(phosphinoyl)methyl)piperazine-2-carboxylic acid C1(=CC=CC=C1)C(N1CC(NCC1)C(=O)O)[PH2]=O